(1S,4S)-5-((R)-8-((4-(difluoromethoxy)phenyl)sulfonyl)-8-azaspiro[4.5]dec-2-yl)-2-oxa-5-azabicyclo[2.2.1]heptane FC(OC1=CC=C(C=C1)S(=O)(=O)N1CCC2(CC[C@H](C2)N2[C@@H]3CO[C@H](C2)C3)CC1)F